O=C1NC(CCC1N1C(C2=CC(=C(C=C2C1=O)F)N1CCNCC1)=O)=O 2-(2,6-dioxo-3-piperidyl)-5-fluoro-6-piperazin-1-yl-isoindoline-1,3-dione